Tert-butyl (2S)-2-amino-3-[4-[(trifluoromethyl)sulfanyl]phenyl]propanoate N[C@H](C(=O)OC(C)(C)C)CC1=CC=C(C=C1)SC(F)(F)F